BrC1=CC=CC(=N1)OCC1=C(C=C(C=C1)C#N)C(C(=O)OC)(F)F methyl 2-[2-[(6-bromo-2-pyridyl)oxymethyl]-5-cyano-phenyl]-2,2-difluoro-acetate